2-(4-chloro-2-fluorobenzyloxy)-6-(piperidin-4-yl)pyridine hydrochloride Cl.ClC1=CC(=C(COC2=NC(=CC=C2)C2CCNCC2)C=C1)F